3,5-dihydroxy-2-(hydroxymethyl)-6-(4-nitrophenoxy)tetrahydro-4H-pyran-4-one OC1C(OC(C(C1=O)O)OC1=CC=C(C=C1)[N+](=O)[O-])CO